CC/C=C/C/C=C/CCCC/C=C/CCCCC(=O)O 12,15-octadecatrienoic acid